FC1=C2C=CC=C3CC(C(C=C1)=C32)=O 6-fluoroacenaphthylen-1(2H)-one